2'-deoxy-2'-methylene-cytidine C=C1[C@@H](O[C@@H]([C@H]1O)CO)N1C(=O)N=C(N)C=C1